C1(CC1)C1=NC=NC(=C1C=1N=CC=2C(N1)=NC(C(C2)C2CCN(CC2)CCOC)=O)OC 2-(4-cyclopropyl-6-methoxypyrimidin-5-yl)-6-[1-(2-methoxyethyl)piperidin-4-yl]pyrido[2,3-d]pyrimidin-7-one